C(OC(C)(C)OOC(C)(C)C)([O-])=O tert-butylperoxy-isopropyl monocarbonate